6-[1-(2,2-difluoroethyl)-1H-pyrazolo[3,4-b]pyrazin-6-yl]-2-{[6-(trifluoromethyl)pyridin-3-yl]sulfonyl}-2,6-diazaspiro[3.4]octane FC(CN1N=CC=2C1=NC(=CN2)N2CC1(CN(C1)S(=O)(=O)C=1C=NC(=CC1)C(F)(F)F)CC2)F